N-[4-(2-amino-1,1-difluoro-2-oxo-ethyl)-2-carbamoyl-6-methyl-phenyl]-5-bromo-2-(3-chloro-2-pyridyl)pyrazole-3-carboxamide NC(C(F)(F)C1=CC(=C(C(=C1)C)NC(=O)C=1N(N=C(C1)Br)C1=NC=CC=C1Cl)C(N)=O)=O